ClC1=NC=C(N=C1)C(C)O 1-(2-Chloropyrazin-5-yl)-ethan-1-ol